N-((3-nitro-4-((1-(tetrahydro-2H-pyran-4-yl)piperidin-4-yl)oxy)phenyl)sulfonyl)benzamide [N+](=O)([O-])C=1C=C(C=CC1OC1CCN(CC1)C1CCOCC1)S(=O)(=O)NC(C1=CC=CC=C1)=O